N1N=CC=2C=NC(=CC21)C(=O)OC methyl 1H-pyrazolo[4,3-c]pyridine-6-carboxylate